7-methyleneisoindole-1-carboxylic acid methyl ester COC(=O)C=1N=CC2=CC=CC(C12)=C